3-{5-[(5-chloro-7-fluoroquinolin-8-yl)methoxy]-2-fluoro-4-methoxyphenyl}-2,4-dioxo-1H-thieno[3,4-d]pyrimidine-5-carboxylic acid ClC1=C2C=CC=NC2=C(C(=C1)F)COC=1C(=CC(=C(C1)N1C(NC=2C(C1=O)=C(SC2)C(=O)O)=O)F)OC